N1CCC(CC1)N1C=NC2=C(C1=O)SC=N2 6-(piperidin-4-yl)thiazolo[4,5-d]Pyrimidin-7(6H)-one